BrC1=NC=CC(=C1)OC=1C(=NN(C1)C1CC1)C1OCCCC1 2-bromo-4-((1-cyclopropyl-3-(tetrahydro-2H-pyran-2-yl)-1H-pyrazol-4-yl)oxy)pyridine